trans-3-fluoro-5-((S)-2-(4-((3-methyl-2H-indazol-2-yl)methyl)cyclohexane-1-carbonyl)isoxazolidin-3-yl)benzonitrile FC=1C=C(C#N)C=C(C1)[C@H]1N(OCC1)C(=O)[C@@H]1CC[C@H](CC1)CN1N=C2C=CC=CC2=C1C